(R)-6-chloro-3-((1-(2-cyano-7-methyl-3-(6-azaspiro[2.5]octan-6-yl)quinoxalin-5-yl)ethyl)amino)picolinic acid ClC1=CC=C(C(=N1)C(=O)O)N[C@H](C)C1=C2N=C(C(=NC2=CC(=C1)C)C#N)N1CCC2(CC2)CC1